NC1=C(C=C(C=N1)NC(C(=O)N1C(CCC(C1)C)C=1C=NC(=CC1)NS(=O)(=O)C)=O)CC N-(6-amino-5-ethyl-3-pyridyl)-2-[2-[6-(methanesulfonamido)-3-pyridyl]-5-methyl-1-piperidyl]-2-oxo-acetamide